N-(1-(pyridin-4-yl)ethyl)-1H-indole-2-carboxamide N1=CC=C(C=C1)C(C)NC(=O)C=1NC2=CC=CC=C2C1